C(C(=C)C)(=O)OCC(CC)C 2-Methylbutyl methacrylate